4H-perylene C1=CC=C2CCC=C3C4=CC=CC5=CC=CC(C1=C23)=C45